C(C)(C)OC([C@H](COC)NP(=O)(OC1=CC=CC=C1)CC1=CC2=C(SC(=C2)C(=O)OCC=C)C=C1)=O Allyl 5-(((((S)-1-isopropoxy-3-methoxy-1-oxopropan-2-yl)amino)(phenoxy)phosphoryl)methyl)benzo[b]thiophene-2-carboxylate